(4S)-2-((S)-2-(4-fluoro-2-hydroxyphenyl)-4,5-dihydrothiazol-4-yl)-3-methylthiazolidine-4-carboxylic acid FC1=CC(=C(C=C1)C=1SC[C@H](N1)C1SC[C@@H](N1C)C(=O)O)O